FC(C[C@](C(=O)OC)(C)NC(=O)C1=CC(=C2N1CCC1=CC(=C(C=C21)C=2N=NN(N2)C)OC)C=2SC=NN2)(F)F methyl (S)-4,4,4-trifluoro-2-(8-methoxy-9-(2-methyl-2H-tetrazol-5-yl)-1-(1,3,4-thiadiazol-2-yl)-5,6-dihydropyrrolo[2,1-a]isoquinoline-3-carboxamido)-2-methylbutanoate